methyl (3R,6S)-6-methyl-1-(2-(quinoxalin-6-yl)acetyl)piperidine-3-carboxylate C[C@H]1CC[C@H](CN1C(CC=1C=C2N=CC=NC2=CC1)=O)C(=O)OC